N-(2,4-dimethoxybenzyl)-6-fluoro-N-((2S,4R)-2-methyltetrahydro-2H-pyran-4-yl)-3-nitroquinolin-4-amine COC1=C(CN(C2=C(C=NC3=CC=C(C=C23)F)[N+](=O)[O-])[C@H]2C[C@@H](OCC2)C)C=CC(=C1)OC